2-methyl-butanamide CC(C(=O)N)CC